4-(1-(5-Phenyl-1-(3-(trifluoromethyl)benzyl)-1H-indol-7-amido)cyclopropyl)benzoic acid C1(=CC=CC=C1)C=1C=C2C=CN(C2=C(C1)C(=O)NC1(CC1)C1=CC=C(C(=O)O)C=C1)CC1=CC(=CC=C1)C(F)(F)F